N1=C(C=CC=2CCCNC12)CCCCCOC1CN(C1)C(C(=O)O)C1=C(C=CC=C1)C1OCCC1 2-(3-((5-(5,6,7,8-tetrahydro-1,8-naphthyridin-2-yl)pentyl)oxy)azetidin-1-yl)-2-(2-(tetrahydrofuran-2-yl)phenyl)acetic acid